8-((2-(3-((2-methoxy-4-(methylsulfonyl) phenyl) amino) prop-1-yn-1-yl)-3-(2,2,2-trifluoroethyl) benzo[b]thiophen-7-yl) amino)-3-azabicyclo[3.2.1]octane-3-carboxylate COC1=C(C=CC(=C1)S(=O)(=O)C)NCC#CC1=C(C2=C(S1)C(=CC=C2)NC2C1CN(CC2CC1)C(=O)[O-])CC(F)(F)F